FC=1C=C(C=CC1F)N1C(OCC[C@H]1C1=NC2=C(N1[C@@H]1CC[C@H](CC1)OCC)C=CC(=C2)C=2C(=NOC2C)C)=O (S)-3-(3,4-difluorophenyl)-4-(5-(3,5-dimethylisoxazol-4-yl)-1-((trans)-4-ethoxycyclohexyl)-1H-benzo[d]imidazol-2-yl)-1,3-oxazinane-2-one